Cl.Cl.NCCCNC(NC=1C=C(C=CC1)C(C(=O)OCC1CCN(CC1)CC1=CC=CC=C1)(C1=CC=CC=C1)O)=O (1-benzylpiperidin-4-yl)methyl 2-(3-(3-(3-aminopropyl)ureido)phenyl)-2-hydroxy-2-phenylacetate bishydrochloride